C(C1=CC=CC=C1)N1[C@H]([C@@H](N(CC1)CC1=CC=CC=C1)C(=O)OCC)C(=O)OCC (trans)-Diethyl 1,4-dibenzylpiperazine-2,3-dicarboxylate